7-(tert-Butyl) 1-methyl 4-(((tert-butyldimethylsilyl)oxy)methyl)-7-azabicyclo-[2.2.1]heptane-1,7-dicarboxylate [Si](C)(C)(C(C)(C)C)OCC12CCC(CC1)(N2C(=O)OC(C)(C)C)C(=O)OC